ClC1=NC=C(C(=N1)NCC1=CC=C(C=C1)C=1N(C=C(N1)C(F)(F)F)C(C)C)C(=O)N 2-chloro-4-[({4-[1-isopropyl-4-(trifluoromethyl)imidazol-2-yl]phenyl}methyl)amino]pyrimidine-5-carboxamide